2-(1-(aminomethyl)cyclopropyl)acetic acid NCC1(CC1)CC(=O)O